CC1(OB(OC1(C)C)C1=CC=C(C(=O)OC(C)(C)C)C=C1)C tert-butyl 4-(4,4,5,5-tetramethyl-1,3,2-dioxaborolan-2-yl)benzoate